The molecule is an (omega-1)-hydroxy fatty acid ascaroside obtained by formal condensation of the alcoholic hydroxy group of (18R)-18-hydroxynonadecanoic acid with ascarylopyranose (the alpha anomer). It is a metabolite of the nematode Caenorhabditis elegans. It has a role as a Caenorhabditis elegans metabolite. It is a monocarboxylic acid and an (omega-1)-hydroxy fatty acid ascaroside. It derives from a (18R)-18-hydroxynonadecanoic acid. It is a conjugate acid of an ascr#34(1-). C[C@H]1[C@@H](C[C@H]([C@@H](O1)O[C@H](C)CCCCCCCCCCCCCCCCC(=O)O)O)O